(S)-6-fluoro-4-(4-fluorophenyl)-N-((1-isobutylpyrrolidin-3-yl)methyl)-3,4-dihydroquinoxaline-1(2H)-carboxamide FC=1C=C2N(CCN(C2=CC1)C(=O)NC[C@H]1CN(CC1)CC(C)C)C1=CC=C(C=C1)F